C1(CC1)[C@@H](CC#N)N1N=CC(=C1)C=1C2=C(N=CN1)N(C=C2)COCC[Si](C)(C)C (3R)-3-cyclopropyl-3-{4-[7-(2-trimethylsilyl-ethoxymethyl)-7H-pyrrolo[2,3-d]pyrimidin-4-yl]-pyrazol-1-yl}-propionitrile